NC1=CC2=CN(N=C2C(=C1)Br)CCC(C)(O)C 4-(5-amino-7-bromo-2H-indazol-2-yl)-2-methylbutan-2-ol